ClC1=CC=C(C=C1)C(=O)C1=CC=C(C=C1)SCCCCCCCCCCCC (4-chloro-phenyl)-(4-dodecylsulfanyl-phenyl)-meth-anone